N1CC(C1)N(C)C(CCC)O (azetidin-3-yl(methyl)amino)butan-1-ol